tert-butyl-3-((5,6-dihydro-4H-pyrrolo[3,2,1-ij]quinolin-5-yl)(methyl)amino)pyrrolidine-1-carboxylate C(C)(C)(C)OC(=O)N1CC(CC1)N(C)C1CN2C3=C(C=CC=C3C1)C=C2